3,5-bis(dimethylcarbamoylthio)benzoic acid methyl ester COC(C1=CC(=CC(=C1)SC(N(C)C)=O)SC(N(C)C)=O)=O